C(C)(C)(C)OC(=O)N([C@@H](CN(C([C@@H](CC(=O)OC(C)(C)C)N(C)C)=O)C)CC1=CC=C(C=C1)Cl)C tert-Butyl (R)-4-(((R)-2-((tert-butoxycarbonyl)(methyl)amino)-3-(4-chlorophenyl)propyl)(methyl)-amino)-3-(dimethylamino)-4-oxobutanoate